6-((1r,3r)-3-aminocyclobutyl)-2-(6-hydroxy-2,7-dimethyl-2H-indazol-5-yl)pyrido[4,3-d]pyrimidin-5(6H)-one NC1CC(C1)N1C(C2=C(N=C(N=C2)C2=CC3=CN(N=C3C(=C2O)C)C)C=C1)=O